3-(1,1-difluoroethyl)-4-methyl-1-((1-methyl-2-(trifluoromethyl)cyclopropyl)methyl)-N-(2-sulfamoylpyridin-4-yl)-1H-pyrazole-5-carboxamide FC(C)(F)C1=NN(C(=C1C)C(=O)NC1=CC(=NC=C1)S(N)(=O)=O)CC1(C(C1)C(F)(F)F)C